2-Chloro-4-[(furan-2-ylmethyl)amino]-6-methoxyquinazolin-7-ol ClC1=NC2=CC(=C(C=C2C(=N1)NCC=1OC=CC1)OC)O